ClC1=C(C(=CC(=C1)C#N)F)NC=1N(C2=NC(=NC=C2N1)N[C@H]1COCC1)C1CCC(CC1)C(=O)N (1S,4s)-4-(8-(2-chloro-4-cyano-6-fluorophenylamino)-2-((R)-tetrahydrofuran-3-ylamino)-9H-purin-9-yl)cyclohexanecarboxamide